C(C)[C@@H]1N(C[C@H](N(C1)C(C)C=1C=NN(C1C(F)(F)F)C)CC)C=1C=2C(N(C(C1)=O)C)=CN(N2)CC#N (7-((2S,5R)-2,5-diethyl-4-(1-(1-methyl-5-(trifluoromethyl)-1H-pyrazol-4-yl)ethyl)piperazin-1-yl)-4-methyl-5-oxo-4,5-dihydro-2H-pyrazolo[4,3-B]pyridin-2-yl)acetonitrile